9H-Fluoren-9-yl (S)-N-cyclobutyl-P-phenylphosphonamidate C1(CCC1)N[P@](OC1C2=CC=CC=C2C=2C=CC=CC12)(=O)C1=CC=CC=C1